4-amino-N'-isobutyryl-N',1-dimethyl-N-((5-(trifluoromethyl)pyridin-2-yl)methyl)-1H-pyrazolo[4,3-c]quinoline-8-carbohydrazide NC1=NC=2C=CC(=CC2C2=C1C=NN2C)C(=O)N(N(C)C(C(C)C)=O)CC2=NC=C(C=C2)C(F)(F)F